(3-(1H-indol-3-yl)propionyl)-DL-alanine methyl ester COC([C@@H](NC(CCC1=CNC2=CC=CC=C12)=O)C)=O |r|